C(C)(C)(C)OC(=O)N1C(CC1)OCC(=O)OC(C)(C)C (2-(tert-butoxy)-2-oxoethoxy)azetidine-1-carboxylic acid tert-butyl ester